4-hydroxy-4,5,6,7-tetrahydrobenzofuran-2-sulfonamide OC1CCCC2=C1C=C(O2)S(=O)(=O)N